[Mn].C1([C@H](O)[C@H](O)[C@H](O1)CO)O[C@H]1[C@@H](O[C@@H]([C@H]1O)CO)N1C=NC=2C(N)=NC=NC12 2'-O-ribosyl-adenosine Manganese